Cl.NC=1C=C(C=C2C=C(N=CC12)NC(OC1CC(C1)C#N)=O)C1=C(C2=C(OCCN2)N=C1)C (1s,3s)-3-Cyanocyclobutyl (8-amino-6-(8-methyl-2,3-dihydro-1H-pyrido[2,3-b][1,4]oxazin-7-yl)isoquinolin-3-yl)carbamate hydrochloride